CC1=C(C(NC(=C1)C)=O)CC1=C(C(=C(C(=O)N)C=C1C1=NC=CN=C1)C)N(CC)C1CCC(CC1)N(C)C (4,6-dimethyl-2-oxo-1,2-dihydropyridin-3-yl)methyl-3-(((1r,4r)-4-(dimethylamino)cyclohexyl)(ethyl)amino)-2-methyl-5-(pyrazin-2-yl)-benzamide